(S)-2-((6-(1H-pyrrolo[2,3-b]pyridin-3-yl)quinazolin-4-yl)amino)-1-phenylethan-1-ol N1C=C(C=2C1=NC=CC2)C=2C=C1C(=NC=NC1=CC2)NC[C@@H](O)C2=CC=CC=C2